1-[6,7-Dimethyl-4-(methylamino)-1,3-dihydro-2H-pyrrolo[3,4-c]pyridin-2-yl]-2-[trans-2-(pyrimidin-5-yl)cyclopropyl]ethanon CC1=C(C2=C(C(=N1)NC)CN(C2)C(C[C@H]2[C@@H](C2)C=2C=NC=NC2)=O)C